NC=1C(=C(C=CC1)S(=O)(=O)N)C=1C=NN(C1)C amino-2-(1-methyl-1H-pyrazol-4-yl)benzenesulfonamide